5-aminobenzene-1,3-diol NC=1C=C(C=C(C1)O)O